C1(=CC=C(C=C1)CN)C1=CC=CC=C1 [1,1'-Biphenyl]-4-ylmethylamine